(2R)-2-[[(2R)-2-(tert-butoxycarbonylamino)-3-phenyl-propionyl]amino]-5-phenyl-pent-4-ynoic acid methyl ester COC([C@@H](CC#CC1=CC=CC=C1)NC([C@@H](CC1=CC=CC=C1)NC(=O)OC(C)(C)C)=O)=O